C(C)OCOC1=C(C(=CC(=C1)F)C)C1=CC=C(N=N1)CNC1CCOCC1 N-[[6-[2-(ethoxymethoxy)-4-fluoro-6-methyl-phenyl]pyridazin-3-yl]methyl]tetrahydropyran-4-amine